methyl 3-(4-(cyclobutylmethylcarbamoyl) phenyl)-5-methyl-4-(4-nitrophenyl)-1H-pyrrole-2-carboxylate C1(CCC1)CNC(=O)C1=CC=C(C=C1)C1=C(NC(=C1C1=CC=C(C=C1)[N+](=O)[O-])C)C(=O)OC